ClC1=CC(=C2C(=CNC2=C1Cl)C=1C=NNC1)NC/C=C/C(=O)OCC ethyl (E)-4-((6,7-dichloro-3-(1H-pyrazol-4-yl)-1H-indol-4-yl)amino)but-2-enoate